N1N=CC(=C1)C1=NNC2=CC=CC=C12 3-(1H-pyrazol-4-yl)-1H-indazole